BrCC(=O)NC=1SC2=C(N1)C=CC(=C2)C(F)(F)F 2-bromo-N-(6-trifluoromethylbenzo[d]thiazol-2-yl)acetamide